3-(4-bromophenyl)-1-tert-butyl-1,2,4-triazole BrC1=CC=C(C=C1)C1=NN(C=N1)C(C)(C)C